ClC1=NC=2N(C(=C1)N(C(OC(C)(C)C)=O)CC1=CC(=CC=C1)[N+](=O)[O-])N=CC2CC tert-butyl (5-chloro-3-ethylpyrazolo[1,5-a]pyrimidin-7-yl)(3-nitrobenzyl)carbamate